C(C1=CC=CC=C1)(=O)OC(CCCC)C(CCC)OC(C1=CC=CC=C1)=O 2-methyl-ethyl-2,3-hexanediol dibenzoate